ClC1=NC=C(C(=C1)OC)C=1C=NN(C1)CCOC1OCCCC1 2-chloro-4-methoxy-5-(1-(2-((tetrahydro-2H-pyran-2-yl)oxy)ethyl)-1H-pyrazol-4-yl)pyridine